C(C(C)C)C(C(=O)[O-])C(C(=O)[O-])CC(C)C 2,3-diisobutyl-succinate